COC(=O)C=1[C@@H](N=C(NC1CBr)C=1SC=CN1)C1=C(C=C(C=C1)F)Br (R)-4-(2-bromo-4-fluorophenyl)-6-(bromomethyl)-2-(thiazol-2-yl)-1,4-dihydropyrimidine-5-carboxylic acid methyl ester